6-(2,4-dimethoxypyrimidin-5-yl)-4-phenethoxypyridazin COC1=NC=C(C(=N1)OC)C1=CC(=CN=N1)OCCC1=CC=CC=C1